[(1S,4S)-4-hydroxy-1-methyl-pentyl] N-[(1S)-1-(dicyclopropylmethyl)-2-[4-(3,5-dimethyl-1H-pyrazol-4-yl)anilino]-2-oxo-ethyl]carbamate C1(CC1)C([C@@H](C(=O)NC1=CC=C(C=C1)C=1C(=NNC1C)C)NC(O[C@H](CC[C@H](C)O)C)=O)C1CC1